4-phenethyl-2,4-dihydro-[1,2,4]triazolo[4,3-a]quinazoline-1,5-dione C(CC1=CC=CC=C1)N1C=2N(C3=CC=CC=C3C1=O)C(NN2)=O